2-chloro-5-hydroxypyridine-3-carbonitrile ClC1=NC=C(C=C1C#N)O